C(C)(C)(C)OC(=O)N1[C@@H](CN([C@H](C1)CO)CC(=O)N1CC(C2=NC=C(C=C21)CC2=CC=C(C=C2)F)(C)C)C (2r,5r)-4-(2-(6-(4-fluorobenzyl)-3,3-dimethyl-2,3-dihydro-1H-pyrrolo[3,2-b]pyridin-1-yl)-2-oxoethyl)-5-(hydroxymethyl)-2-methylpiperazine-1-carboxylic acid tert-butyl ester